6-[5-(7-methylspiro[2H-benzofuran-3,1'-cyclopropane]-4-yl)oxypyrazin-2-yl]-4,6-diazaspiro[2.4]heptane-5,7-dione CC1=CC=C(C2=C1OCC21CC1)OC=1N=CC(=NC1)N1C(NC2(CC2)C1=O)=O